Methyl 2-(6-methoxy-9H-carbazol-3-yl)acetate COC=1C=C2C=3C=C(C=CC3NC2=CC1)CC(=O)OC